BrC=1N=C(SC1)C1=CC2=C(N(N=N2)COCC[Si](C)(C)C)C(=C1)F 2-[[5-(4-bromothiazol-2-yl)-7-fluoro-benzotriazol-1-yl]methoxy]ethyl-trimethyl-silane